C(=O)O.C(=O)O.C12OC3CC(N(C(C1)C3)C[C@H](COC3=NC1=C(C(=C(C=C1C(=N3)N3C[C@H]1CC[C@@H](C3)N1)Cl)C1=CC(=CC3=CC=CC=C13)O)F)C)C2 4-((S or R)-2-((R)-3-((1R,3R,5R,7R)-2-oxa-6-azaadamantan-6-yl)-2-methylpropoxy)-4-((1R,5S)-3,8-diazabicyclo[3.2.1]oct-3-yl)-6-chloro-8-fluoroquinazolin-7-yl)naphthalen-2-ol diformate